N-(4-((2-(4-isopropoxy-piperidin-1-yl)pyrimidin-5-yl)oxy)-3-methylphenyl)-3-methoxycyclobutane-1-carboxamide C(C)(C)OC1CCN(CC1)C1=NC=C(C=N1)OC1=C(C=C(C=C1)NC(=O)C1CC(C1)OC)C